NC1=C2C(=NC=N1)N(N=C2C2=CC=C(C=C2)OC2=CC=CC=C2)[C@H]2C[C@@](CCC2)(O)C (1r,3r)-3-(4-amino-3-(4-phenoxyphenyl)-1H-pyrazolo[3,4-d]pyrimidin-1-yl)-1-methylcyclohexane-1-ol